NC=1C=C(C=C2C=C(N=CC12)NC(=O)[C@@H]1[C@H](C1)C#N)C=1C=NC=C(C1C)N (1S,2S)-N-(8-amino-6-(5-amino-4-methylpyridin-3-yl)isoquinolin-3-yl)-2-cyanocyclopropane-1-carboxamide